N1C(=NC2=C1C=CC=C2)C2=CC(=NN2CC2=CC=C(C=C2)OC)NC(C2=CC(=C(C=C2)OCCO)C(F)(F)F)=O N-[5-(1H-benzimidazol-2-yl)-1-[(4-methoxyphenyl)methyl]pyrazol-3-yl]-4-(2-hydroxyethoxy)-3-(trifluoromethyl)benzamide